C(C)(C)N(P(OCCC#N)OC(C)C1=C(C=CC(=C1)CN1N=NC(=C1)CCCCCC)[N+](=O)[O-])C(C)C 2-cyanoethyl (1-(5-((4-hexyl-1H-1,2,3-triazol-1-yl) methyl)-2-nitrophenyl) ethyl) diisopropylphosphoramidite